C(C)(C)(C)OC(=O)N1[C@H](COCC1)CC(=O)O 2-[(3s)-4-tert-butoxycarbonylmorpholin-3-yl]acetic acid